(S)-2-amino-6-[(thiomorpholine-3-carbonyl)amino]hexanoic acid N[C@H](C(=O)O)CCCCNC(=O)C1NCCSC1